FC1=C(C(=CC(=C1)NC1CN(C1)CCCF)F)[C@H]1N([C@@H](CC2=C(C(=CC=C12)NS(=O)(=O)CC)F)C)CC(F)(F)F N-((1S,3R)-1-(2,6-difluoro-4-((1-(3-fluoropropyl)azetidin-3-yl)amino)phenyl)-5-fluoro-3-methyl-2-(2,2,2-trifluoroethyl)-1,2,3,4-tetrahydroisoquinolin-6-yl)ethanesulfonamide